COC=1C=C2CN(CC2=CC1)C1=NC=CC(=N1)C1=NC=CC(=N1)C#CC1=CC=C(C#N)C=C1 4-((2'-(5-Methoxyisoindolin-2-yl)-[2,4'-bipyrimidin]-4-yl)ethynyl)benzonitrile